CC1=CC(=NN1C=1C=C2C=CN(C2=CC1)CC1=CC=C(C=C1)C1=CC=C(C=C1)S(=O)(=O)N1CCN(CC1)C)C(=O)N 5-Methyl-1-(1-((4'-((4-methylpiperazin-1-yl)sulfonyl)-[1,1'-biphenyl]-4-yl)methyl)-1H-indol-5-yl)-1H-pyrazol-3-carboxamid